ClC1=C(CN2C(N([C@H](C3=CC=C(C=C23)C(=O)NCC2=CC(=CC(=C2)O)F)C)C)=O)C(=CC=C1)F (S)-1-(2-chloro-6-fluorobenzyl)-N-(3-fluoro-5-hydroxybenzyl)-3,4-dimethyl-2-oxo-1,2,3,4-tetrahydro-quinazoline-7-carboxamide